NC=1C(=CC(=C(C1)N1N=C(N(C1=O)C(F)F)C)Cl)Cl 1-(5-amino-2,4-dichlorophenyl)-4,5-dihydro-4-difluoromethyl-3-methyl-1,2,4-triazol-5(1H)-one